2-((chlorofluoromethyl)sulfonyl)pyridine tert-butyl-(3-(5-amino-2-(((tert-butyldimethylsilyl)oxy)methyl)phenyl)prop-2-yn-1-yl)carbamate C(C)(C)(C)N(C(O)=O)CC#CC1=C(C=CC(=C1)N)CO[Si](C)(C)C(C)(C)C.ClC(S(=O)(=O)C1=NC=CC=C1)F